C[As](O)O Methylarsonous acid